4-chloro-3-(2-methyl-2H-1,2,3-triazol-4-yl)aniline ClC1=C(C=C(N)C=C1)C1=NN(N=C1)C